(3S,4R)-4-((7-(2-chlorophenyl)-5-fluoropyrrolo[2,1-f][1,2,4]triazin-2-yl)amino)tetrahydro-2H-pyran-3-ol ClC1=C(C=CC=C1)C1=CC(=C2C=NC(=NN21)N[C@H]2[C@@H](COCC2)O)F